N[C@@H](CC(C)C)[C@@H](O)CC(O)=O trans-statine